FC(C(C=O)O)(F)F 1,1,1-trifluoro-2-hydroxy-3-oxopropan